ClC1=NNC2=NC=NC(=C21)N 3-chloro-1H-pyrazolo[3,4-d]Pyrimidin-4-ylamine